C1(=CC=CC=C1)[P](C1=C(C=CC=C1)C)=O Phenyl-(o-tolyl)phosphorus oxide